1-(3-(5-bromothiophene-2-carboxamido)cyclohexyl)-(pyridin-2-yl)-1H-benzo[d]imidazole-5-carboxamide BrC1=CC=C(S1)C(=O)NC1CC(CCC1)N1C(=NC2=C1C=CC(=C2)C(=O)N)C2=NC=CC=C2